CN1CCN(CC1)C1=CC(=C(N)C=C1)OCCC 4-(4-methylpiperazin-1-yl)-2-propoxyaniline